C1(=CC=CC=C1)C1=C(N=C2N1CCOC1=C2C=CN=C1)C1=CC=C(CN2CCC(CC2)NC2=NC(=NC=C2)C#N)C=C1 4-((1-(4-(3-Phenyl-5,6-dihydroimidazo[1,2-d]pyrido[4,3-f][1,4]oxazepin-2-yl)benzyl)piperidin-4-yl)amino)pyrimidine-2-carbonitrile